2-((((9H-Fluoren-9-yl)methoxy)carbonyl)(methyl)amino)-4-(5-fluoropyridin-3-yl)butanoic acid C1=CC=CC=2C3=CC=CC=C3C(C12)COC(=O)N(C(C(=O)O)CCC=1C=NC=C(C1)F)C